4-Bromo-2-((4-chloro-2-fluorobenzyl)oxy)pyrimidine butyl-N-formyl-α-methylglycinate C(CCC)OC(C(NC=O)C)=O.BrC1=NC(=NC=C1)OCC1=C(C=C(C=C1)Cl)F